4-(3-(((2,5-bis(trifluoromethyl)pyrazolo[1,5-a]pyrimidin-7-yl)amino)methyl)-3-(4-fluorophenyl)azetidin-1-yl)-1-methylpyrimidin-2(1H)-one FC(C1=NN2C(N=C(C=C2NCC2(CN(C2)C2=NC(N(C=C2)C)=O)C2=CC=C(C=C2)F)C(F)(F)F)=C1)(F)F